NCC1CC12CCN(CC2)C(=O)OCCCC butyl 1-(aminomethyl)-6-azaspiro[2.5]octane-6-carboxylate